(E)-N'-(8-bromo-6-iodoquinolin-5-yl)-N,N-dimethylmethanimidamide BrC=1C=C(C(=C2C=CC=NC12)/N=C/N(C)C)I